ClC1=CN=NC2=CC=CC=C12 4-chlorocinnoline